CC1=C(C(=O)NC(C)C2=CC(=NC3=CC=CC=C23)C2=CC(=NO2)C(C)C)C=CC=C1 2-methyl-N-(1-{2-[3-(propan-2-yl)-1,2-oxazol-5-yl]quinolin-4-yl}ethyl)benzamide